Rac-(4-aminoimidazo[1,5-a]pyrido[3,4-e]pyrazin-8-yl)((4aR,9bR)-7-(trifluoromethyl)-2,3,4,4a,5,9b-hexahydro-1H-indeno[1,2-b]pyridin-1-yl)methanone NC=1C=2N(C3=C(N1)C=NC(=C3)C(=O)N3[C@@H]1[C@H](CCC3)CC3=CC(=CC=C31)C(F)(F)F)C=NC2 |r|